dodecen-ylsuccinic acid C(=CCCCCCCCCCC)C(C(=O)O)CC(=O)O